6-[(2R)-4-(4-chloro-2-cyanobenzoyl)-2-ethylpiperazin-1-yl]-3-(2-ethoxypyridin-3-yl)-2-fluoro-N-[2-(1H-imidazol-2-yl)ethyl]benzamide ClC1=CC(=C(C(=O)N2C[C@H](N(CC2)C2=CC=C(C(=C2C(=O)NCCC=2NC=CN2)F)C=2C(=NC=CC2)OCC)CC)C=C1)C#N